1,2,3,4-tetrahydroquinolin-6-ylacetate N1CCCC2=CC(=CC=C12)CC(=O)[O-]